Pentaerythritol tetrakis(3-mercaptopropionate) SCCC(=O)OCC(COC(CCS)=O)(COC(CCS)=O)COC(CCS)=O